S1C(=NC2=C1C=CC=C2)C2=NNC=C2NC=2C1=C(N=CN2)NC=C1 N-(3-(benzo[d]thiazol-2-yl)-1H-pyrazol-4-yl)-7H-pyrrolo[2,3-d]pyrimidin-4-amine